CC1=C(NC2=CC=C(C=C12)CC=1N=NC=CC1C(=O)N)C1CCOCC1 ((3-methyl-2-(tetrahydro-2H-pyran-4-yl)-1H-indol-5-yl)methyl)pyridazine-4-carboxamide